(5-(3-Chlorophenyl)-6-methoxypyridin-3-yl)pyrimidin ClC=1C=C(C=CC1)C=1C=C(C=NC1OC)C1=NC=CC=N1